C1=CC=C2C(=C1)C(C(=O)N2)CC(=O)O The molecule is a member of the class of oxindoles that is 2-oxindole carrying a carboxymethyl substituent at position 3. It has a role as a plant metabolite. It is a monocarboxylic acid, a member of indole-3-acetic acids and a member of oxindoles. It is a tautomer of a 2-hydroxy-(indol-3-yl)acetic acid.